tert-butyl N-[(2R)-1-(difluoromethoxy)-3-(4,4,5,5-tetramethyl-1,3,2-dioxaborolan-2-yl)propan-2-yl]carbamate FC(OC[C@@H](CB1OC(C(O1)(C)C)(C)C)NC(OC(C)(C)C)=O)F